C1(=CC=CC=C1)N1CC2(CCN(C2)C2=NC=CC(=C2)N2CCOCC2)CC1 4-(2-(7-Phenyl-2,7-diazaspiro[4.4]nonan-2-yl)pyridin-4-yl)morpholine